C(C)(C)C1=NOC(=N1)N1CCC(CC1)[C@H](C)OC1=NN2C(S1)=NC(=C2)C2=C(C=C(C=C2)S(=O)(=O)C)OC 2-((S)-1-(1-(3-isopropyl-1,2,4-oxadiazol-5-yl)piperidin-4-yl)ethoxy)-6-(2-methoxy-4-(methylsulfonyl)phenyl)imidazo[2,1-b][1,3,4]thiadiazol